ClC1=C(C=C(C=C1)F)C1NC(C2=CC(=CC(=C12)NC(C1=CC(=CC(=C1)C(F)(F)F)F)=O)C=O)=O N-(3-(2-chloro-5-fluorophenyl)-6-formyl-1-oxoisoindolin-4-yl)-3-fluoro-5-(trifluoromethyl)benzamide